(5-amino-8-methylquinolin-6-yl)-[5,7-difluoro-1-(oxan-2-yl)indazol-4-yl]methanone NC1=C2C=CC=NC2=C(C=C1C(=O)C1=C2C=NN(C2=C(C=C1F)F)C1OCCCC1)C